OC1=C(C=C(C=C1C(C)(C)C)C(C)(C)C)CC1=C(C(=CC(=C1)C(C)(C)C)C(C)(C)C)O bis(2-hydroxy-3,5-di-t-butylphenyl)methane